3-(5-methyl-2,5-diazabicyclo[2.2.2]-octan-2-yl)-2-nitroaniline CN1C2CN(C(C1)CC2)C=2C(=C(N)C=CC2)[N+](=O)[O-]